ClC1=C(C=CC=C1)CS(=O)(=O)NC1=C(N=CS1)C(=O)O 5-((2-chlorophenyl)methylsulfonylamino)thiazole-4-carboxylic acid